5-(1,2-dihydroxyethenyl)oxazolidinone OC(=CO)C1CNC(O1)=O